(E)-N-ethyl-N-(3-methoxy-4-((4-nitrophenyl)diazenyl)phenyl)-2,5,8,11,14-pentaoxahexadecan-16-amine C(C)N(CCOCCOCCOCCOCCOC)C1=CC(=C(C=C1)\N=N\C1=CC=C(C=C1)[N+](=O)[O-])OC